(3S)-N-[3-[2-(2-aminopyrimidin-4-yl)-6-(morpholin-4-yl)pyridin-4-yl]-4-methylphenyl]-3-(2,2,2-trifluoroethyl)pyrrolidine-1-carboxamide NC1=NC=CC(=N1)C1=NC(=CC(=C1)C=1C=C(C=CC1C)NC(=O)N1C[C@@H](CC1)CC(F)(F)F)N1CCOCC1